ClC=1C=C(C=CC1C(=O)OC)CCC(=O)O 3-(3-chloro-4-(methoxycarbonyl)phenyl)propionic acid